hydroxyl-phenyl-phosphonium acetate C(C)(=O)[O-].O[PH2+]C1=CC=CC=C1